ClC=1N=C(C2=C(N1)CN(C2)C(CC2CN(C2)C2=CC(=NC=C2)C(F)(F)F)=O)C 1-(2-Chloro-4-methyl-5,7-dihydro-6H-pyrrolo[3,4-d]pyrimidin-6-yl)-2-(1-(2-(trifluoromethyl)pyridin-4-yl)azetidin-3-yl)ethan-1-one